Ethyl (E)-3-(1-(2-(tert-butoxy)-2-oxoethyl)-3-carbamoyl-1H-pyrazol-4-yl)acrylate C(C)(C)(C)OC(CN1N=C(C(=C1)/C=C/C(=O)OCC)C(N)=O)=O